N-ethyl-N-benzoyloxyethyl-meta-toluidine C(C)N(C1=CC(=CC=C1)C)CCOC(C1=CC=CC=C1)=O